7-(2,4-dimethoxybenzyl)-2,3-dimethyl-1,7-naphthyridin-8(7H)-one COC1=C(CN2C=CC=3C=C(C(=NC3C2=O)C)C)C=CC(=C1)OC